benzyl 2-(4-cyano-2-methoxybenzylidene)-3-oxobutanoate C(#N)C1=CC(=C(C=C(C(=O)OCC2=CC=CC=C2)C(C)=O)C=C1)OC